1-[5-(5-chloro-2-methoxypyridin-4-yl)-1H-pyrazole-3-carbonyl]-N-{3-fluorobicyclo[1.1.1]pentan-1-yl}piperidine-4-carboxamide ClC=1C(=CC(=NC1)OC)C1=CC(=NN1)C(=O)N1CCC(CC1)C(=O)NC12CC(C1)(C2)F